N-((tetrahydro-2H-pyran-4-yl)methoxy)benzamide O1CCC(CC1)CONC(C1=CC=CC=C1)=O